COC=1C=CC=C2[C@H](CCN(C12)C(=O)OC(C)(C)C)N1C(N(C2=NC(=NC=C2C1)NC1=CC=C(C=C1)N1CCN(CC1)C)C)=O |o1:7| tert-butyl rel-(4S)-8-methoxy-4-[1-methyl-7-[4-(4-methylpiperazin-1-yl)anilino]-2-oxo-4H-pyrimido[4,5-d]pyrimidin-3-yl]-3,4-dihydro-2H-quinoline-1-carboxylate